diallylitaconate C(C=C)OC(C(=C)CC(=O)OCC=C)=O